1-carboxyethyl-3-methylimidazole chloride salt [Cl-].C(=O)(O)C(C)C1=NC=CN1C